[I-].OC1=C(C=C(C=C1)F)C(CC1=CCN(C=C1)C)C=1SC=CC1 4-(2-(2-hydroxy-5-fluoro-phenyl)-2-(2-thienyl)ethyl)-1-methylpyridine iodide salt